3-((4,6-bis((3-(diundecylamino)propyl)amino)-1,3,5-triazin-2-yl)amino)propan-1-ol C(CCCCCCCCCC)N(CCCNC1=NC(=NC(=N1)NCCCN(CCCCCCCCCCC)CCCCCCCCCCC)NCCCO)CCCCCCCCCCC